methyl (S)-((4-ethyl-8-fluoro-4-hydroxy-9-methyl-3,14-dioxo-3,4,12,14-tetrahydro-1H-pyrano-[3',4':6,7]indolizino[1,2-b]quinolin-11-yl)methyl)carbamate C(C)[C@]1(C(OCC=2C(N3CC=4C(=NC=5C=C(C(=CC5C4CNC(OC)=O)C)F)C3=CC21)=O)=O)O